C(C(=C)C)(=O)OCCN(CC)CC 2-[N,N-diethylamino]ethyl methacrylate